theophylline acetate (acrylate) C(C=C)(=O)O.C(C)(=O)O.N1(C)C(=O)N(C)C=2N=CNC2C1=O